N(N)C(=O)[C@@H]1C[C@H](NC1)C(=O)O trans-4-hydrazinecarbonyl-proline